FC1(CNC2(C1O)CC=CC2)F 3,3-difluoro-1-azaspiro[4.4]nonane-7-ene-4-ol